[SiH]1=NCCC1 silazoline